fluorocyclopentenyl-cytosine C1=CN(C(=O)N=C1N)[C@H]2[C@@H]([C@@H](C(=C2F)CO)O)O